2-({4-[2-(4-chloro-2-fluorophenyl)-1,3-benzodioxol-4-yl]piperidin-1-yl}methyl)-1-(2-methoxyethyl)-1H-benzimidazole-6-carboxylic acid ClC1=CC(=C(C=C1)C1OC2=C(O1)C=CC=C2C2CCN(CC2)CC2=NC1=C(N2CCOC)C=C(C=C1)C(=O)O)F